C1(=CC=CC=C1)[C@@H](C)O (1R)-1-phenylethanol